(S)-N-((5-(2-((6-methoxy-2-methylquinazolin-4-yl)thio)acetyl)thiophen-2-yl)methyl)-1-methylpiperidine-3-carboxamide COC=1C=C2C(=NC(=NC2=CC1)C)SCC(=O)C1=CC=C(S1)CNC(=O)[C@@H]1CN(CCC1)C